(R)-4-[3-(4-Amino-2-methyl-pyrido[3,2-d]pyrimidin-6-yl)phenyl]-2-thiazol-4-yl-but-3-yn-2-ol NC=1C2=C(N=C(N1)C)C=CC(=N2)C=2C=C(C=CC2)C#C[C@@](C)(O)C=2N=CSC2